CC1=C(C(=O)O)C(=CC(=N1)Cl)NC Methyl-6-chloro-4-(methylamino)nicotinic acid